N1CCC(CC1)NC(=O)C1=NNC=C1NC(C1=C(C=CC=C1Cl)Cl)=O 4-(2,6-dichlorobenzamido)-1H-pyrazole-3-carboxylic acid N-(piperidin-4-yl) amide